Methyl 4-amino-3-((2-(tert-butoxy)ethyl)amino)benzoate NC1=C(C=C(C(=O)OC)C=C1)NCCOC(C)(C)C